1-(3,5,5,6,8,8-hexa-methyl-5,6,7,8-tetrahydronaphthalen-2-yl)ethanone CC=1C(=CC=2C(CC(C(C2C1)(C)C)C)(C)C)C(C)=O